3-((S)-5-(3-((4-(6-(6-((R)-2-(3-Fluorophenyl)pyrrolidin-1-yl)imidazo[1,2-b]pyridazin-3-yl)pyridin-2-yl)piperazin-1-yl)methyl)phenyl)-2-oxooxazolidin-3-yl)piperidine-2,6-dione FC=1C=C(C=CC1)[C@@H]1N(CCC1)C=1C=CC=2N(N1)C(=CN2)C2=CC=CC(=N2)N2CCN(CC2)CC=2C=C(C=CC2)[C@H]2CN(C(O2)=O)C2C(NC(CC2)=O)=O